4-bromo-2-methyl-3H-indene BrC1=C2CC(=CC2=CC=C1)C